(R)-3-(6-(3-ethyl-1H-pyrrolo[2,3-b]pyridin-5-yl)-2-(2-hydroxy-2-methylpropionyl)-1,2,3,4-tetrahydroisoquinolin-8-yl)morpholine C(C)C1=CNC2=NC=C(C=C21)C=2C=C1CCN(CC1=C(C2)[C@H]2NCCOC2)C(C(C)(C)O)=O